N-methyl-3-(3,3,3-trifluoroprop-1-ynyl)azetidine-1-carboxamide CNC(=O)N1CC(C1)C#CC(F)(F)F